Cl.CC1=C(C=CC(=C1)C=1C=2N(C=C(N1)N1CCN(CC1)C)N=CC2)CN (2-methyl-4-(6-(4-methylpiperazin-1-yl)pyrazolo[1,5-a]pyrazin-4-yl)phenyl)methanamine hydrochloride